[N+]12(CCN(CC1)CC2)C2=NC(=C(C1=CC=C(C=C21)OCC2=CC=CC=C2)C2=CC=C(C=C2)Cl)C(C)C 1-(4-aza-1-azoniabicyclo[2.2.2]octan-1-yl)-7-benzyloxy-4-(4-chlorophenyl)-3-isopropyl-isoquinoline